4-amino-3,5-dimethyl-1,2,4-triazole NN1C(=NN=C1C)C